C(C)(C)(C)OC(CCC(C(N)=O)N1C(C2=CC=C(C=C2C1)C(=O)O)=O)=O (2S)-2-(4-tert-butoxy-1-carbamoyl-4-oxo-butyl)-1-oxo-isoindoline-5-carboxylic acid